tert-Butyl 5-(4-((tert-butoxycarbonyl(methyl)amino)methyl)-2-fluoro-6-methylphenyl)-1H-pyrazolo[3,4-c]pyridine-1-carboxylate C(C)(C)(C)OC(=O)N(C)CC1=CC(=C(C(=C1)C)C=1C=C2C(=CN1)N(N=C2)C(=O)OC(C)(C)C)F